3-(5-(azetidin-3-ylamino)-6-fluoro-1-oxoisoindolin-2-yl)piperidine-2,6-dione N1CC(C1)NC=1C=C2CN(C(C2=CC1F)=O)C1C(NC(CC1)=O)=O